C(C)N(C1=CC=C(C=C2C(C(CC2)=CC2=CC=C(C=C2)N(CC)CC)=O)C=C1)CC 2,5-bis[4-(diethylamino)benzylidene]-cyclopentanone